C(C)(C)N1C(NC(=CC1=O)C1=C(C(=O)N)C=CC=C1)=O (1-isopropyl-2,6-dioxo-1,2,3,6-tetrahydropyrimidin-4-yl)benzamide